C(C1=CC=CC=C1)N(C[C@@H](CF)O)CC1=CC=CC=C1 (2S)-1-(dibenzylamino)-3-fluoro-propan-2-ol